CN(CCOC=1N=C(C2=C(N1)CN(CC2)C2=CC(=CC1=CC=CC=C21)O)N2CC(N(CC2)C(C=C)=O)CCO)C 1-[4-[2-[2-(dimethylamino)ethoxy]-7-(3-hydroxy-1-naphthyl)-6,8-dihydro-5H-pyrido[3,4-d]pyrimidin-4-yl]-2-(2-hydroxyethyl)piperazin-1-yl]prop-2-en-1-one